((1s,4s)-4-(hydroxymethyl)cyclohexyl)(methyl)carbamic acid tert-butyl ester C(C)(C)(C)OC(N(C)C1CCC(CC1)CO)=O